ethyl 4-{[(1R)-1-[3-(difluoromethyl)-2-fluorophenyl]ethyl]amino}-8-methoxy-7-oxo-7H,8H-pyrido[2,3-d]pyrimidine-6-carboxylate FC(C=1C(=C(C=CC1)[C@@H](C)NC=1C2=C(N=CN1)N(C(C(=C2)C(=O)OCC)=O)OC)F)F